4'-(aminomethyl)-6-methoxybiphenyl NCC1=CC=C(C=C1)C1=CC=CC=C1OC